C(#N)C=1C=CC(=C2C=CC=NC12)N1C[C@@]2(C[C@@]2(C1)C(F)(F)F)C1=NN=C(O1)C1(CCN(CC1)C(=O)O)F 4-(5-((1S,5R)-3-(8-cyanoquinolin-5-yl)-5-(trifluoromethyl)-3-azabicyclo[3.1.0]hex-1-yl)-1,3,4-oxadiazol-2-yl)-4-fluoropiperidine-1-carboxylic acid